C1(CCCCC1)CN1C(=NOC1=O)CC=1C(=NOC1C)C 4-(cyclohexylmethyl)-3-[(dimethyl-1,2-oxazol-4-yl)methyl]-4,5-dihydro-1,2,4-oxadiazol-5-one